8-bromo-7-chloro-6-(2,6-difluorophenyl)-2,4-dihydro-[1,2,4]Triazolo[4,3-a][1,4]Benzodiazepine BrC=1C=CC2=C(C(=NCC=3N2CNN3)C3=C(C=CC=C3F)F)C1Cl